tert-butyl (3-chloro-5-isopropylisoquinolin-8-yl)carbamate ClC=1N=CC2=C(C=CC(=C2C1)C(C)C)NC(OC(C)(C)C)=O